Cl.COC1=C(C=CC(=C1OC)OC)CN1CCNCC1 1-[(2,3,4-trimethoxyphenyl)methyl]Piperazine hydrochloride